C1(CC1)C1=CC=NN1C1=CC=C(C=N1)S(=O)(=O)NC=1C(=CC=C2C=NN(C12)C)OC 6-(5-CYCLOPROPYL-1H-PYRAZOL-1-YL)-N-(6-METHOXY-1-METHYL-1H-INDAZOL-7-YL)PYRIDINE-3-SULFONAMIDE